(S)-7-(((1,4-dioxan-2-yl)methyl)amino)-6-nitrobenzo[d]oxazole-4-sulfonamide O1[C@H](COCC1)CNC=1C(=CC(=C2N=COC21)S(=O)(=O)N)[N+](=O)[O-]